ethyl 1h,2h,3h,4h-pyrrolo[1,2-a]pyrazine-7-carboxylate hydrochloride Cl.C1C=2N(CCN1)C=C(C2)C(=O)OCC